C1(C=CC(N1C=1C=C(OC2=CC=C(C=C2)C(C(F)(F)F)(C(F)(F)F)C2=CC=C(C=C2)OC2=CC(=CC=C2)N2C(C=CC2=O)=O)C=CC1)=O)=O 2,2-bis[4-(3-maleimidophenoxy)phenyl]-1,1,1,3,3,3-hexafluoropropane